3-(4-methoxyphenyl)pyrazine COC1=CC=C(C=C1)C=1C=NC=CN1